C(C)(C)C=1C(=NNC1C=1C=C(C=2N(C1)N=CN2)C)C=2C=NC(=CC2)C2CCN(CC2)C(C)C 6-(4-isopropyl-3-(6-(1-isopropylpiperidin-4-yl)pyridin-3-yl)-1H-pyrazol-5-yl)-8-methyl-[1,2,4]triazolo[1,5-a]pyridine